2,6-bis(4-nitrophenyl)pyrazine [N+](=O)([O-])C1=CC=C(C=C1)C1=NC(=CN=C1)C1=CC=C(C=C1)[N+](=O)[O-]